C(C)C1(C(C(CC(C1C(=O)O)C(=O)O)(C(=O)O)CC)(C(=O)O)CC)CC tetraethyl-1,2,4,5-cyclohexanetetracarboxylic acid